diaminobenzoxybenzophenone NC1=C(C(=C(C(=O)C2=CC=CC=C2)C=C1)OCC1=CC=CC=C1)N